N-(1-methyl-3-(7-(methylsulfonyl)-2-phenyl-2,3-dihydro-[1,4]dioxino[2,3-c]pyridin-5-yl)-1H-pyrrolo[2,3-c]pyridin-5-yl)acetamide CN1C=C(C=2C1=CN=C(C2)NC(C)=O)C2=NC(=CC1=C2OCC(O1)C1=CC=CC=C1)S(=O)(=O)C